[4-[5-(4-chlorophenyl)-1-[2-(trifluoromethyl)phenyl]pyrrol-2-yl]phenyl]-piperazin-1-yl-methanone ClC1=CC=C(C=C1)C1=CC=C(N1C1=C(C=CC=C1)C(F)(F)F)C1=CC=C(C=C1)C(=O)N1CCNCC1